4-((2-bromo-4-hydroxyphenyl)(methyl)amino)phenyltriflic acid BrC1=C(C=CC(=C1)O)N(C1=CC=C(C=C1)OS(=O)(=O)C(F)(F)F)C